NC=1S[C@H](C[C@@](N1)(C)C1=C(C=CC(=C1)\C=C(/F)\C1=NC=C(C=C1)Cl)F)C(=O)OC (4S,6R)-Methyl 2-amino-4-(5-((Z)-2-(5-chloropyridin-2-yl)-2-fluorovinyl)-2-fluorophenyl)-4-methyl-5,6-dihydro-4H-1,3-thiazine-6-carboxylate